C(CN1C(=NC2=C1C=CC(=C2OC)C(=O)N)C2=C(C=C(C=C2C=2N=NNN2)Cl)F)N2C(=NC1=C2C=CC(=C1OC)C(=O)N)C1=C(C=C(C=C1C=1N=NNN1)Cl)F (Ethane-1,2-diyl)bis(2-(4-chloro-2-fluoro-6-(2H-tetrazol-5-yl)phenyl)-4-methoxy-1H-benzo[d]imidazole-5-carboxamide)